C(#N)CC1(CCN(CC1)C(C1=CN=CC=C1C(F)(F)F)=O)N1N=CC(=C1)C1=CC=CC=2N1N=C(N2)NC(=O)C2CC2 N-(5-(1-(4-(cyanomethyl)-1-(4-(trifluoromethyl)nicotinoyl)piperidin-4-yl)-1H-pyrazol-4-yl)-[1,2,4]triazolo[1,5-a]pyridin-2-yl)cyclopropylcarboxamide